C(C)C(CCCCCCCCCCCC1=C(C=CC=C1O)O)\C=C\C1=CC=CC=C1 2-[(E)-12-Ethyl-14-phenyltetradec-13-enyl]benzene-1,3-diol